NCCOCCO dl-2-(2-aminoethoxy)ethanol